C(C(=O)O)(Br)Br The molecule is a monocarboxylic acid that is acetic acid in which two of the methyl hydrogens are replaced by bromo groups. It has a role as a marine metabolite and an apoptosis inducer. It is a monocarboxylic acid and a 2-bromocarboxylic acid. It derives from an acetic acid.